4-fluoro-7-methyl-N-(3-(1-methyloctahydro-1H-indol-5-yl)phenyl)-1H-indole FC1=C2C=CN(C2=C(C=C1)C)C1=CC(=CC=C1)C1CC2CCN(C2CC1)C